3-amino-N-{4-[3-aminopiperidin-1-yl]-5,6,7,8-tetrahydro-1,8-naphthyridin-3-yl}-6-(2,6-difluorophenyl)-5-fluoropyridine-2-carboxamide NC=1C(=NC(=C(C1)F)C1=C(C=CC=C1F)F)C(=O)NC=1C=NC=2NCCCC2C1N1CC(CCC1)N